C1(=CC=C(C=C1)C=CC(=O)OC1=CC=C(C=C1)N)C=CC(=O)OC1=CC=C(C=C1)N bis-(4'-aminophenyl) 1,4-benzenediacrylate